NC=1N=NNC1[N+](=O)[O-] 4-amino-5-nitro-1,2,3-triazole